(R/S)-methyl 3-(1-ethyl-4-methyl-1H-benzo[d][1,2,3]triazol-5-yl)-3-(4-(hydroxymethyl)-5-methylpyridin-2-yl)-2,2-dimethylpropanoate C(C)N1N=NC2=C1C=CC(=C2C)[C@H](C(C(=O)OC)(C)C)C2=NC=C(C(=C2)CO)C |r|